N(=[N+]=[N-])[C@@]1(CCC=2C=3C1=C1C(=NC3C=C(C2C)F)C2=CC3=C(C(N2C1)=O)COC([C@]3(O)CC)=O)CCO (1S,9S)-1-azido-9-ethyl-5-fluoro-9-hydroxy-1-(2-hydroxyethyl)-4-methyl-1,2,3,9,12,15-hexahydro-10H,13H-benzo[de]pyrano[3',4':6,7]indolizino[1,2-b]quinoline-10,13-dione